FC1C(C(C1)(C(=O)N)C)(F)F trifluoro-methyl-cyclobutanecarboxamide